C(C1=CC(=CC(=C1O)C(C)(C)C)C)C1=CC(=CC(=C1O)C(C)(C)C)C 2,2'-methylenebis-(6-tert-butyl-p-cresol)